Methyl 5-((3-chlorophenyl)amino)-3-methylimidazo[1,2-c]quinazoline-8-carboxylate ClC=1C=C(C=CC1)NC1=NC=2C=C(C=CC2C=2N1C(=CN2)C)C(=O)OC